tert-butyl 7-(3-fluoro-6-(4,4,5,5-tetramethyl-1,3,2-dioxaborolan-2-yl)pyridin-2-yl)-4,7-diazaspiro[2.5]octane-4-carboxylate FC=1C(=NC(=CC1)B1OC(C(O1)(C)C)(C)C)N1CCN(C2(CC2)C1)C(=O)OC(C)(C)C